(2-amino-3-fluoro-phenyl)-[6-(difluoromethyl)-5-methyl-3-pyridinyl]methanone NC1=C(C=CC=C1F)C(=O)C=1C=NC(=C(C1)C)C(F)F